(S)-1-((1-(tert-butoxycarbonyl)-4-hydroxy-3,3-dimethylpiperidin-4-yl)methyl)-4-chloro-6-oxo-1,6-dihydropyridine-3-carboxylic acid ethyl ester C(C)OC(=O)C1=CN(C(C=C1Cl)=O)C[C@]1(C(CN(CC1)C(=O)OC(C)(C)C)(C)C)O